(1S,2S)-N-(7-chloro-6-(1-((3S,4S)-4-hydroxy-3-methyltetrahydrofuran-3-yl)piperidin-4-yl)isoquinolin-3-yl)-2-(1-isobutyl-1H-pyrazol-5-yl)cyclopropane-1-carboxamide ClC1=C(C=C2C=C(N=CC2=C1)NC(=O)[C@@H]1[C@H](C1)C1=CC=NN1CC(C)C)C1CCN(CC1)[C@]1(COC[C@H]1O)C